FC(C=1C=C(C(=O)O[C@@H]2[C@H]([C@H]([C@H](O[C@@]23CCCO3)CO)O)N3N=NC(=C3)C3=CC(=C(C(=C3)F)F)F)C=CC1)(F)F (5S,7R,8R,9S,10R)-8-hydroxy-7-(hydroxymethyl)-9-(4-(3,4,5-trifluorophenyl)-1H-1,2,3-triazol-1-yl)-1,6-dioxaspiro[4.5]decan-10-yl 3-(trifluoromethyl)benzoate